2-(2,6-dichlorophenyl)-6,7-dihydrooxazolo[5,4-D]pyrrolo[1,2-a]pyrimidine-9(5H)-one ClC1=C(C(=CC=C1)Cl)C=1OC=2N=C3N(C(C2N1)=O)CCC3